3-trans-methoxycyclobutan-1-amine COC1(CCC1)N